N-(3-amino-3-methyl-butyl)-3-(2-chloro-6-methyl-4-pyridinyl)-2-(3-cyanophenyl)pyrazolo[1,5-a]pyrimidine-5-carboxamide NC(CCNC(=O)C1=NC=2N(C=C1)N=C(C2C2=CC(=NC(=C2)C)Cl)C2=CC(=CC=C2)C#N)(C)C